C(C)(C)(C)OC(=O)N1C(=CC2=CC(=CC(=C12)[N+](=O)[O-])CCC(=O)O)C1=CC=CC=C1 3-(1-(tert-butoxycarbonyl)-7-nitro-2-phenyl-1H-indol-5-yl)propanoic acid